C(C)(C)(C)OC(=O)N[C@@H]1CN(CC1)C(=O)C1=C(C=C(S1)C1=CC=C(C=C1)N1CCN(CC1)C(=O)OC(C)(C)C)C tert-butyl (S)-4-(4-(5-(3-((tert-butoxycarbonyl)amino)pyrrolidine-1-carbonyl)-4-methylthiophen-2-yl)phenyl)piperazine-1-carboxylate